CIS-7-DECEN-1-AL C(CCCCC\C=C/CC)=O